N-(3-amino-6-(1-(4-fluorophenyl)ethoxy)-5-fluoropyridin-2-yl)acetamide NC=1C(=NC(=C(C1)F)OC(C)C1=CC=C(C=C1)F)NC(C)=O